FC(C1=NN=C(O1)C=1C=CC(=NC1)CN1N=NC(=C1)C=1C=C(C=CC1)NC(=O)C1CN(C1)C(=O)OC(C)(C)C)F tert-butyl 3-((3-(1-((5-(5-(difluoromethyl)-1,3,4-oxadiazol-2-yl)pyridin-2-yl)methyl)-1H-1,2,3-triazol-4-yl)phenyl)carbamoyl)azetidin-1-carboxylate